FC(C=1N=CC=2N(C1)C(=CN2)C2=NC=CC(=N2)N2CCN(CCC2)S(=O)(=O)N)F 4-(2-(6-(Difluoromethyl)imidazo[1,2-a]pyrazin-3-yl)pyrimidin-4-yl)-1,4-diazepane-1-sulfonamide